(S)-1-(4-((4'-((3-hydroxy-3-methylpiperidin-1-yl)methyl)-[1,1'-biphenyl]-4-yl)methyl)phenyl)-5-methyl-1H-1,2,4-triazole-3-carboxamide O[C@@]1(CN(CCC1)CC1=CC=C(C=C1)C1=CC=C(C=C1)CC1=CC=C(C=C1)N1N=C(N=C1C)C(=O)N)C